FC1(CC1)C(=O)N[C@H](C(=O)N1[C@@H](C[C@H](C1)O)C(=O)NCC1=C(OCCCCCC(=O)OC(C)(C)C)C=C(C=C1)C1=C(N=CS1)C)C(C)(C)C tert-butyl 6-[2-({[(2S,4R)-1-[(2S)-2-[(1-fluorocyclopropyl)formamido]-3,3-dimethylbutanoyl]-4-hydroxypyrrolidin-2-yl]formamido}methyl)-5-(4-methyl-1,3-thiazol-5-yl) phenoxy]hexanoate